BrC1=C(C(=O)OC)C=C(C(=C1)[N+](=O)[O-])F methyl 2-bromo-5-fluoro-4-nitrobenzoate